sulfenyl thiocarbonate C1(OSO1)=S